2-(1H-indol-3-yl-2,4,5,6,7-d5)-N,N-dimethyl-2-oxoacetamide N1C(=C(C2=C(C(=C(C(=C12)[2H])[2H])[2H])[2H])C(C(=O)N(C)C)=O)[2H]